(CIS)-N-benzyl-2-((((CIS)-4-isopropylcyclohexyl)oxy)methyl)-3-(1H-pyrazol-3-yl)piperidine-1-carboxamide C(C1=CC=CC=C1)NC(=O)N1[C@H]([C@H](CCC1)C1=NNC=C1)CO[C@@H]1CC[C@@H](CC1)C(C)C